CN(C)CC=1C=C(C=C(C1)OCCCCCCCCCCCCCC(=O)[O-])OCCCCCCCCCCCCCC(=O)[O-] ((5-((dimethylamino)methyl)-1,3-phenylene)bis(oxy))bis(hexane-6,1-diyl)dioctanoate